N(=C=O)CC1CCCCC1 isocyanatomethylcyclohexan